(S)-6-((4-((2-hydroxy-1-phenylethyl)amino)-5-(3-(pyridin-4-yl)-1,2,4-oxadiazol-5-yl)pyrimidin-2-yl)amino)-1-isopropyl-1,2-dihydro-3H-pyrazolo[3,4-b]pyridin-3-one OC[C@H](C1=CC=CC=C1)NC1=NC(=NC=C1C1=NC(=NO1)C1=CC=NC=C1)NC1=CC=C2C(=N1)N(NC2=O)C(C)C